CC=1C(=NC(=C(C(=O)O)C1C)C)N1CC(N(CC1)C(=O)C=1N=C2C(=NC1)N(CC21CC(C1)(C)C)C1=CC(=C(C(=C1)F)F)F)(C)C methyl-6-(4-(3,3-dimethyl-5'-(3,4,5-trifluorophenyl)-5',6'-dihydrospiro[cyclobutane-1,7'-pyrrolo[2,3-b]pyrazine]-2'-carbonyl)-3,3-dimethylpiperazin-1-yl)-2,4-dimethylnicotinic acid